N1N=C(N=C1)C=1N=C(OC1)C1=C2C=C(N=CC2=C(N=C1)NC)NC(=O)C1CC1 N-(5-(4-(1H-1,2,4-triazol-3-yl)oxazol-2-yl)-8-(methylamino)-2,7-naphthyridin-3-yl)cyclopropanecarboxamide